BrC=1C=NN2C1CN(CC2)S(=O)C(C)(C)C 3-bromo-5-(2-methyl-propane-2-sulfinyl)-4,5,6,7-tetrahydro-pyrazolo[1,5-a]pyrazine